citraconic acid monohydroxyethyl ester OCCOC(\C(\C)=C/C(=O)O)=O